N1(CCCC1)C1=CC=C(C=C1)N1C(=NC2=C1C=CC=C2)C#C[Si](C(C)C)(C(C)C)C(C)C 1-(4-(pyrrolidin-1-yl)phenyl)-2-((triisopropylsilyl)ethynyl)-1H-benzo[d]imidazole